4-[4'-(9H-carbazol-9-yl)-4-biphenyloxy]benzonitrile C1=CC=CC=2C3=CC=CC=C3N(C12)C1=CC=C(C=C1)C1=CC=C(C=C1)OC1=CC=C(C#N)C=C1